7-((S)-2,4-dimethylpiperazin-1-yl)pyrido[3,4-d]pyridazin-4(3H)-one C[C@@H]1N(CCN(C1)C)C1=CC2=C(C(NN=C2)=O)C=N1